acetonitrile ditrifluoroacetate FC(C(=O)O)(F)F.FC(C(=O)O)(F)F.C(C)#N